CCCCCCCCCCCCCCCC/C=C\OC[C@H](COP(=O)(O)OC[C@H](CO)O)OC(=O)CCCCCCC/C=C\C/C=C\CCCC 1-(1Z-octadecenyl)-2-(9Z,12Z-heptadecadienoyl)-glycero-3-phospho-(1'-sn-glycerol)